6-[5-(5-chloro-2-fluoro-phenyl)-1H-imidazol-4-yl]-N-[5-(4-methylpiperazin-1-yl)-2-pyridyl]-1,5-naphthyridin-3-amine ClC=1C=CC(=C(C1)C1=C(N=CN1)C=1N=C2C=C(C=NC2=CC1)NC1=NC=C(C=C1)N1CCN(CC1)C)F